ClC1=C(C(=CC=C1)Cl)NC(=S)N 2,6-dichlorophenyl-thiourea